(Z)-2-cyano-3-(3,5-dichloro-4-hydroxyphenyl)-3-hydroxy-N-(2-((2-methoxyethyl)amino)-2-oxoethyl)-N-methylacrylamide C(#N)/C(/C(=O)N(C)CC(=O)NCCOC)=C(/O)\C1=CC(=C(C(=C1)Cl)O)Cl